1-[3-(4-benzyloxy-6-methyl-2-pyridinyl)-4-(trifluoromethyl)-2-pyridinyl]-4,4-difluoro-azepane C(C1=CC=CC=C1)OC1=CC(=NC(=C1)C)C=1C(=NC=CC1C(F)(F)F)N1CCC(CCC1)(F)F